methyl heptanoate chloride [Cl-].C(CCCCCC)(=O)OC